C(C)(C)(C)OC(=O)N1CCC(CC1)NC1CCC2(CCN(CC2)C[C@H]2CN(CC2)C2=NC=NC=C2OC2=C(C=C(C=C2)F)C(N(C(C)C)C(C)C)=O)CC1 (S)-4-((3-((1-(5-(2-(diisopropylcarbamoyl)-4-fluorophenoxy)pyrimidine-4-yl)pyrrolidin-3-yl)methyl)-3-azaspiro[5.5]undec-9-yl)amino)piperidine-1-carboxylic acid tert-butyl ester